C1C2=CC=CC=C2C3=C1N=CC=C3 Azafluorene